ClC1=C(C=NN(C1=O)C1CCN(CC1)S(NC1=CC=CC=C1)(=O)=O)NC[C@H]1COCCC1NC(OC(C)(C)C)=O 1,1-dimethylethyl N-[(3R)-3-[[[5-chloro-6-oxo-1-[1-(phenylsulfamoyl)-4-piperidyl]pyridazin-4-yl]amino]methyl]tetrahydropyran-4-yl]carbamate